O1COC2=C1C=C1C=CC(CC1=C2)=O naphtho(2,3-d)-1,3-dioxol-6-one